7-[5-(difluoromethyl)pyrimidin-2-yl]-6-fluoro-3-[(4R)-4-[[6-oxo-5-(trifluoromethyl)-1H-pyridazin-4-yl]amino]-5-(trideuteriomethoxy)pentyl]quinazolin-4-one FC(C=1C=NC(=NC1)C1=C(C=C2C(N(C=NC2=C1)CCC[C@H](COC([2H])([2H])[2H])NC=1C=NNC(C1C(F)(F)F)=O)=O)F)F